(3-methanesulfonamidophenyl)-1-methylpyrrole-3-carboxamide CS(=O)(=O)NC=1C=C(C=CC1)C=1N(C=CC1C(=O)N)C